tri(o-methoxyphenyl)phenylphosphine COC1=C(C=CC=C1)C1=C(C(=C(C=C1)P)C1=C(C=CC=C1)OC)C1=C(C=CC=C1)OC